1-((2S)-2-amino-4-(azetidin-1-yl)-3-hydroxy-4-oxobutyl)pyrrolidin-2-one trifluoroacetic acid salt FC(C(=O)O)(F)F.N[C@@H](CN1C(CCC1)=O)C(C(=O)N1CCC1)O